O1CCN(CC1)C1=C2C(=NC(=C1)N1N=C(C=C1C(=O)O)C=1C=C(C=CC1)C)C=C(O2)[Si](C)(C)C 1-(7-morpholino-2-(trimethylsilyl)furo[3,2-b]pyridin-5-yl)-3-(m-tolyl)-1H-pyrazole-5-carboxylic acid